COC=1C=C2C(=NC=NC2=CC1OC)C1=CC=C2CCN(CC2=C1)S(=O)(=O)N 7-(6,7-dimethoxyquinazolin-4-yl)-3,4-dihydroisoquinoline-2(1H)-sulfonamide